C(C)C(C(=O)OCC1CO1)=C glycidyl α-ethylacrylate